NC(C(CCCCN)NC(C1=CC=C(C=C1)N=NC1=CC=C(C=C1)N(C)C)=O)=O N-(1,6-diamino-1-oxohexane-2-yl)-4-((4-(dimethylamino)phenyl)diazenyl)benzamide